BrC1=C(C(=CC=C1)F)C1=NOC(=C1CO)C1CC1 [3-(2-bromo-6-fluorophenyl)-5-cyclopropyl-1,2-oxazol-4-yl]Methanol